C1(CCCCC1)NC1=NC=C(C=N1)B1OC(C)(C)C(C)(C)O1 2-(cyclohexylamino)pyrimidine-5-boronic acid pinacol ester